The molecule is an enolate anion resulting from the deprotonation of the enol group of andrastin F. Major species at pH 7.3. Published in http://dx.doi.org/10.1016/j.tet.2013.07.029 It is a conjugate base of an andrastin F. CC1=C[C@H]2[C@@]3(CC[C@@H](C([C@H]3CC[C@@]2([C@]4([C@@]1(C(=C(C4=O)C)[O-])C)C(=O)OC)C)(C)C)O)C